4-[6-chloro-4-fluoro-8-(6-fluoro-3,8-diazabicyclo[3.2.1]octan-8-yl)-5-methyl-2,7-naphthyridin-3-yl]-5-ethynyl-6-fluoro-naphthalen-2-ol ClC=1C(=C2C(=C(N=CC2=C(N1)N1C2CNCC1C(C2)F)C2=CC(=CC1=CC=C(C(=C21)C#C)F)O)F)C